1-(6-chloro-2-oxopyridin-1(2H)-yl)cyclopropane-1-carboxylic acid ClC1=CC=CC(N1C1(CC1)C(=O)O)=O